Cl.CC1=NC2=CC=CC=C2C(=N1)OCCCN1CC(CC1)(O)C(F)(F)F 1-(3-((2-Methylquinazolin-4-yl)oxy)propyl)-3-(trifluoromethyl)pyrrolidin-3-ol hydrochloride